N1(CCC1)CCOC(=O)OC(C(=O)OCCCCCCCC(OC(CCCCCC)CCCCCCCC)=O)CCC(=O)OCCCCCCCC(OC(CCCCCC)CCCCCCCC)=O bis(8-oxo-8-(pentadecan-7-yloxy)octyl) 2-(((2-(azetidin-1-yl)ethoxy)carbonyl)oxy)pentanedioate